(E)-N-(4-((3-chloro-2-fluorophenyl)amino)-5-(3,3,3-trifluoropropoxy)quinazolin-6-yl)-4-(dimethylamino)but-2-enamide ClC=1C(=C(C=CC1)NC1=NC=NC2=CC=C(C(=C12)OCCC(F)(F)F)NC(\C=C\CN(C)C)=O)F